tris-(4-hydroxyphenyl)ethane trimethacrylate C(C(=C)C)(=O)O.C(C(=C)C)(=O)O.C(C(=C)C)(=O)O.OC1=CC=C(C=C1)C(C)(C1=CC=C(C=C1)O)C1=CC=C(C=C1)O